OCC1=CC=C(S1)B(O)O [5-(hydroxymethyl)-2-thienyl]boronic acid